The molecule is a dihydroxyanthraquinone that is 1,6-dihyroxy-9,10-anthraquinone which is substituted by a methyl group at position 3 and a methoxy group at position 8. It derives from an emodin. It is a conjugate acid of a questin-2-olate. CC1=CC2=C(C(=C1)O)C(=O)C3=C(C2=O)C=C(C=C3OC)O